CN1N=NC(=C1)C=1C(=NC(=NC1)O)O 5-(1-methyl-1H-1,2,3-triazol-4-yl)pyrimidine-2,4-diol